4-(4-cyclopropyl-1H-imidazol-1-yl)-5-methylbenzofuran-2-carboxylic acid C1(CC1)C=1N=CN(C1)C1=C(C=CC2=C1C=C(O2)C(=O)O)C